C(C1=CC=CC=C1)NC1=C2N=CN(C2=NC(=N1)C=1C=NC=C(C1)Cl)[C@H]1[C@@H]([C@@H]([C@H](O1)C(=O)NCC(F)(F)F)O)O (2S,3S,4R,5R)-5-(6-(benzylamino)-2-(5-chloropyridin-3-yl)-9H-purin-9-yl)-3,4-dihydroxyl-N-(2,2,2-trifluoroethyl)tetrahydrofuran-2-formamide